γ-glycidoxybutyl-triethoxysilane C(C1CO1)OC(CC[Si](OCC)(OCC)OCC)C